Isopropyl furfuryl ether C(C1=CC=CO1)OC(C)C